1-((R)-3'-(2-((2S,5S)-2-cyclohexyl-5-methylpyrrolidin-1-yl)-2-oxoethyl)-2',4'-dioxo-2,3-dihydrospiro[indene-1,5'-oxazolidine]-5-yl)-3-methylurea C1(CCCCC1)[C@H]1N([C@H](CC1)C)C(CN1C(O[C@]2(C1=O)CCC1=CC(=CC=C12)NC(=O)NC)=O)=O